3-(1-(S)-(N,N-dimethylamino)ethyl)phenol CN(C)[C@@H](C)C=1C=C(C=CC1)O